N-(2,4-dimethoxybenzyl)-7-(tetrahydro-2H-pyran-4-yl)-5H-pyrrolo[3,2-d]pyrimidin-4-amine COC1=C(CNC=2C3=C(N=CN2)C(=CN3)C3CCOCC3)C=CC(=C1)OC